1-pentanone trifluoroacetate salt FC(C(=O)O)(F)F.C(CCCC)=O